CC1=C(C=NN1C=1C(=NC=CC1)C)N 5-methyl-1-(2-methylpyridin-3-yl)-1H-pyrazol-4-amine